C(CCCCCCCC(=O)O[C@@H](COC(CCCCCCC(=O)OC(CCCCCCCC)CCCCCCCC)=O)CO)(=O)OC(CCCCCCCC)CCCCCCCC (R)-1-(heptadecan-9-yl) 9-(1-((8-(heptadecan-9-yloxy)-8-oxooctanoyl)oxy)-3-hydroxypropan-2-yl) nonanedioate